N-[[(3S,5S)-1-[6-[5-(Difluoromethyl)-6-fluoro-pyrazolo[1,5-a]pyrimidin-3-yl]pyrimidin-4-yl]-4,4-difluoro-5-methyl-3-piperidyl]methyl]methanesulfonamide FC(C1=NC=2N(C=C1F)N=CC2C2=CC(=NC=N2)N2C[C@H](C([C@H](C2)C)(F)F)CNS(=O)(=O)C)F